BrC=1C=CC=2N(C3=CC=C(C=C3C2C1)Br)CCCOP(O)(O)=O [3-(3,6-dibromo-9H-carbazol-9-yl)propyl]phosphoric acid